Cl.N1=CC=C(C=C1)C1(CCC1)N 1-(Pyridin-4-yl)cyclobutan-1-amine hydrochloride